ClC1=C(C=C(OCC(=O)NC23CC(C2)(C3)NC(OCC3=CC=CC=C3)=O)C=C1)F benzyl {3-[2-(4-chloro-3-fluorophenoxy)acetamido]bicyclo[1.1.1]pentan-1-yl}carbamate